FC1=C(C=C(C=C1)N(C(=O)C1(CC1)C(=O)N)C1=CC=C(C=C1)F)C1=CC2=C(N=C(N=C2)NC)N2C1=NCC2 N-(4-fluoro-3-(2-(methylamino)-8,9-dihydroimidazo[1',2':1,6]pyrido[2,3-d]pyrimidin-6-yl)phenyl)-N-(4-fluorophenyl)cyclopropane-1,1-dicarboxamide